6-(benzyloxy)-1-(2-(5-fluoro-1H-indol-3-yl)ethyl)-7-methoxy-1,2,3,4-tetrahydroisoquinoline C(C1=CC=CC=C1)OC=1C=C2CCNC(C2=CC1OC)CCC1=CNC2=CC=C(C=C12)F